2-(2-(cyclobutanesulfonamido)thiazol-4-yl)-2-methyl-N-(4-(6-(trifluoromethyl)pyrazin-2-yl)phenyl)propanamide C1(CCC1)S(=O)(=O)NC=1SC=C(N1)C(C(=O)NC1=CC=C(C=C1)C1=NC(=CN=C1)C(F)(F)F)(C)C